O=S1(C2=C(C=C1)C=CC(=C2)NC(CC2=C(N=C1N2C=CC(=C1)OC)C1=CC=CC=C1)=O)=O N-(1,1-dioxobenzo[b]thiophen-6-yl)-2-(7-methoxy-2-phenylimidazo[1,2-a]pyridin-3-yl)acetamide